C(#C)C=1C=C(C(=NC1)O[C@H]1C[C@H](NC1)C(=O)O)N1CCOCC1 (2S,4S)-4-{[5-ethynyl-3-(morpholin-4-yl)pyridin-2-yl]Oxy}pyrrolidine-2-carboxylic acid